methyl 5-(4-fluorophenyl)-1-(4-sulfamoylphenyl)-1H-pyrazole-3-carboxylate FC1=CC=C(C=C1)C1=CC(=NN1C1=CC=C(C=C1)S(N)(=O)=O)C(=O)OC